5-bromo-N4-(3-methyl-4-((1-methyl-1H-benzoimidazol-5-yl)oxy)phenyl)pyrimidine-2,4-diamine BrC=1C(=NC(=NC1)N)NC1=CC(=C(C=C1)OC1=CC2=C(N(C=N2)C)C=C1)C